P(=O)(OC(C(C(C(C(C(F)(F)F)(F)F)(F)F)(F)F)(F)F)(F)F)([O-])[O-] Perfluorohexyl phosphate